COC(=O)C1C(NC[C@@H]1\C=C\C)=O (4R)-2-oxo-4-((E)-prop-1-en-1-yl)pyrrolidine-3-carboxylic acid methyl ester